(R)-N-((S)-1-(pyridin-3-yl)-ethyl)-2-methylpropane-2-sulfinamide N1=CC(=CC=C1)[C@H](C)N[S@](=O)C(C)(C)C